NC=1C=C(N(C(C1SC=1C(=NC=CC1)C(F)(F)F)=O)C)N1CCC2(CC1)[C@@H](C1=CC=CC=C1C2)N[S@](=O)C(C)(C)C (R)-N-((S)-1'-(4-amino-1-methyl-6-oxo-5-((2-(trifluoromethyl)pyridin-3-yl)thio)-1,6-dihydropyridin-2-yl)-1,3-dihydrospiro[inden-2,4'-piperidin]-1-yl)-2-methylpropan-2-sulfinamide